ON1C(C=CC=C1CN1CCN(CCN(CCN(CC1)CC=1N(C(C=CC1)=O)O)CC=1N(C(C=CC1)=O)O)CC=1N(C(C=CC1)=O)O)=O 1-hydroxy-6-({4,7,10-tris[(1-hydroxy-6-oxopyridin-2-yl)methyl]-1,4,7,10-tetraazacyclododecan-1-yl}methyl)pyridin-2-one